(2R)-4-(2-bromo-7-oxo-5-(pent-4-en-2-yl)-4-((2-(trimethylsilyl)ethoxy)methyl)-4,7-dihydro-[1,2,4]triazolo[1,5-a]pyrimidin-6-yl)-2-methylpiperazine-1-carboxylic acid tert-butyl ester C(C)(C)(C)OC(=O)N1[C@@H](CN(CC1)C1=C(N(C=2N(C1=O)N=C(N2)Br)COCC[Si](C)(C)C)C(C)CC=C)C